C(C1=CC=CC=C1)OC1(CCN(CC1)C(=O)[O-])C#CC(CC(CC)C1=C(CC(CC1)(C)C)C(=O)OCC)(F)F 4-(benzyloxy)-4-(5-(2-(ethoxycarbonyl)-4,4-dimethylcyclohex-1-en-1-yl)-3,3-difluorohept-1-yn-1-yl)piperidine-1-carboxylate